dodecene-1-ol acetate C(C)(=O)OC=CCCCCCCCCCC